C(#N)C1=CN=C2N1C=C(C=C2)B2OC(C)(C)C(C)(C)O2 3-Cyanoimidazo[1,2-a]pyridine-6-boronic acid pinacol ester